C(C)N1N=NC(=C1)CC[C@H](C(C(=O)OCC1=CC=CC=C1)(C)C)C=1SC(=C(C1)CO)C benzyl (R)-5-(1-ethyl-1H-1,2,3-triazol-4-yl)-3-(4-(hydroxymethyl)-5-methylthiophen-2-yl)-2,2-dimethylpentanoate